[Cl-].[Cl-].C1=CCCC=CCC1.[Ru+2] ruthenium (1,5-cyclooctadiene) dichloride